N-(4-(4-Methylpiperazin-1-yl)phenyl)-4-((4-methylpyridin-3-yl)amino)-2-oxo-1,2-dihydropyridine-3-carboxamide CN1CCN(CC1)C1=CC=C(C=C1)NC(=O)C=1C(NC=CC1NC=1C=NC=CC1C)=O